FCCCCCSC1=C(C=C(C=O)C=C1OC)OC 4-((5-fluoropentyl)thio)-3,5-dimethoxybenzaldehyde